((2s,6s)-6-((4-bromophenoxy)methyl)-2-methyl-1,4-dioxan-2-yl)methanol (cis)-ethyl-2-phenylcyclopropanecarboxylate C(C)[C@]1([C@@H](C1)C1=CC=CC=C1)C(=O)OC[C@]1(O[C@@H](COC1)COC1=CC=C(C=C1)Br)C